tert-butyl 4-[4-[4-[(2,6-dioxo-3-piperidyl)amino]-2-fluoro-phenyl]piperazin-1-yl]piperidine-1-carboxylate O=C1NC(CCC1NC1=CC(=C(C=C1)N1CCN(CC1)C1CCN(CC1)C(=O)OC(C)(C)C)F)=O